[C@@H](C)(CC)NC1=CC(=CC(=N1)N1C(C2=CC=CC(=C2C1)C(F)(F)F)=O)C1(COC1)CC1=NN=CN1C (R)-2-(6-(sec-butylamino)-4-(3-((4-methyl-4H-1,2,4-triazol-3-yl)methyl)oxetan-3-yl)pyridin-2-yl)-4-(trifluoromethyl)isoindolin-1-one